6-methyl-2-(1H-pyrrol-2-yl)-N-(3-(4'-(trifluoromethoxy)-[1,1'-biphenyl]-4-yl)propyl)thieno[2,3-d]pyrimidin-4-amine CC1=CC2=C(N=C(N=C2NCCCC2=CC=C(C=C2)C2=CC=C(C=C2)OC(F)(F)F)C=2NC=CC2)S1